(R)-2-chloro-N4-(1-(2,4-difluorophenyl)ethyl)-6-methylpyrimidine-4,5-diamine ClC1=NC(=C(C(=N1)N[C@H](C)C1=C(C=C(C=C1)F)F)N)C